C1(CC1)N1CCC(CC1)N 1-cyclopropylpiperidin-4-amine